Cl.C1(CCCCC1)OC=1C=C(C=C(C1)CNCCCNCCCN)CNCCCNCCCN N1,N1'-((5-(cyclohexyloxy)-1,3-phenylene)bis(methylene))bis(N3-(3-aminopropyl)propane-1,3-diamine), hydrochloride salt